ClC1=C(C=C(C(=O)O)C=C1)C1(CC1)C#N 4-chloro-3-(1-cyanocyclopropyl)benzoic acid